O.O.O.[Al] Aluminium trihydrat